5-chloro-2-[2-(4,4-difluoroazepan-1-yl)-5-methyl-6-(trifluoromethyl)-3-pyridinyl]-6-methyl-4-oxo-1H-pyridine-3-carboxylic acid ethyl ester C(C)OC(=O)C1=C(NC(=C(C1=O)Cl)C)C=1C(=NC(=C(C1)C)C(F)(F)F)N1CCC(CCC1)(F)F